4-((5-fluoro-1-((tetrahydro-2H-pyran-4-yl)methyl)-1H-benzo[d]imidazol-2-yl)amino)-N-hydroxybenzoamide FC1=CC2=C(N(C(=N2)NC2=CC=C(C(=O)NO)C=C2)CC2CCOCC2)C=C1